Hydroxyethylbutylamine OCCNCCCC